[hydroxy(2,4-dinitrobenzenesulfonyloxy)iodo]benzene OI(OS(=O)(=O)C1=C(C=C(C=C1)[N+](=O)[O-])[N+](=O)[O-])C1=CC=CC=C1